ClC=1C(=C(C(=CC1N1C(CC(C1)(OC)CN(C)C)C)F)S(=O)(=O)NC1=NC(=CC=C1)F)F 3-chloro-4-(4-((dimethylamino)methyl)-4-methoxy-2-methylpyrrolidin-1-yl)-2,6-difluoro-N-(6-fluoropyridin-2-yl)benzenesulfonamide